N1(CCCCC1)C1CCN(CC1)C(=O)OC1=C(C=C(C=C1OC)\C=C/1\C(=C(C2=CC(=CC=C12)F)CNC(CC1=NC=CC=C1)=O)C)OC (Z)-4-((5-fluoro-2-methyl-3-((2-(pyridin-2-yl)acetamido)methyl)-1H-inden-1-ylidene)methyl)-2,6-dimethoxyphenyl [1,4'-bipiperidine]-1'-carboxylate